6-chloro-8-((1S,2S)-2-(trifluoromethyl)cyclopropyl)imidazo[1,2-b]pyridazine ClC=1C=C(C=2N(N1)C=CN2)[C@@H]2[C@H](C2)C(F)(F)F